C1(CC1)S(=O)(=O)C1(CC1)CN1C(C2=C(CC1)C(=NN2C)C2=NC(=NO2)CC2=CC=C(C#N)C=C2)=O 4-((5-(6-((1-(cyclopropylsulfonyl)cyclopropyl)methyl)-1-methyl-7-oxo-4,5,6,7-tetrahydro-1H-pyrazolo[3,4-c]pyridin-3-yl)-1,2,4-oxadiazol-3-yl)methyl)benzonitrile